5-[4-[(3S)-1-(3-fluoropropyl)pyrrolidin-3-yl]oxyphenyl]-6-[2-fluoro-4-(trifluoro-methoxy)phenyl]-8,9-dihydro-7H-benzo[7]annulen-2-ol FCCCN1C[C@H](CC1)OC1=CC=C(C=C1)C1=C(CCCC2=C1C=CC(=C2)O)C2=C(C=C(C=C2)OC(F)(F)F)F